C(C)C1(C=CC=C1)[Y](C1(C=CC=C1)CC)C1(C=CC=C1)CC tris(ethylcyclopentadienyl)yttrium (III)